1-(1-(2-(4-bromophenyl)acetyl)piperidin-4-yl)-7-(trifluoromethyl)-1H-benzo[d]imidazol-2(3H)-one BrC1=CC=C(C=C1)CC(=O)N1CCC(CC1)N1C(NC2=C1C(=CC=C2)C(F)(F)F)=O